3-bromo-2-fluoro-5-methylbenzonitrile BrC=1C(=C(C#N)C=C(C1)C)F